FC1=C(C2=C(C=CC=C2C=C1)I)C=C 2-fluoro-8-iodo-1-vinylnaphthalene